(E,2S)-2-(tert-butoxycarbonylamino)-7-(dimethylamino)-7-oxo-hept-5-enoic acid C(C)(C)(C)OC(=O)N[C@H](C(=O)O)CC\C=C\C(=O)N(C)C